N1=NC=NC2=C1C=CC=N2 pyrido1,2,4-triazine